((2S,3R,4R)-2,3-dimethyl-4-(quinolin-5-ylamino)-3,4-dihydroquinolin-1(2H)-yl)ethanone C[C@@H]1N(C2=CC=CC=C2[C@@H]([C@H]1C)NC1=C2C=CC=NC2=CC=C1)C(C)=O